CS(=O)(=NC1=C(N=C2N1C=CC(=C2)C2=NOC(=N2)C(F)(F)F)C)C dimethyl((2-methyl-7-(5-(trifluoromethyl)-1,2,4-oxadiazol-3-yl)imidazo[1,2-a]pyridin-3-yl)imino)-λ6-sulfanone